2-(2-(1-chlorocyclopropyl)-3-(2-chlorophenyl)-2-hydroxypropyl)-1,2-dihydro-3H-1,2,4-triazole-3-thione ClC1(CC1)C(CN1NC=NC1=S)(CC1=C(C=CC=C1)Cl)O